2-methyl-2-[(methylsulfonyl)oxy]propanenitrile CC(C#N)(C)OS(=O)(=O)C